O/N=C(\CC(C1=CC=CC=C1)C1=CC=CC=C1)/N/C(/C(=O)OC)=C/C(=O)OC Dimethyl 2-((E)-N'-hydroxy-3,3-diphenylpropanimidamido)maleate